2-(4-(5-chloropyrimidin-2-yl)piperidin-1-yl)-4-((1-(hydroxymethyl)cyclobutyl)amino)-7,8-dihydro-6H-thiopyrano[3,2-d]pyrimidine ClC=1C=NC(=NC1)C1CCN(CC1)C=1N=C(C2=C(N1)CCCS2)NC2(CCC2)CO